2,3-dihydro-1,4-benzodiazepine N1CCN=CC2=C1C=CC=C2